ClC(CCCl)S 1,3-dichloro-1-propanethiol